(E)-2-(4-((4-ethoxy-3-(5-ethyl-6-((hydroxyimino)methyl)-4-oxo-7-propyl-3,4-dihydropyrrolo[2,1-f][1,2,4]triazin-2-yl)phenyl)sulfonyl)piperazin-1-yl)ethyl nitrate [N+](=O)(OCCN1CCN(CC1)S(=O)(=O)C1=CC(=C(C=C1)OCC)C1=NN2C(C(N1)=O)=C(C(=C2CCC)/C=N/O)CC)[O-]